FC1(CC(C1)CN1N=C(C(=C1C(=O)N)C)C(C(F)(F)F)C)F 1-((3,3-difluorocyclobutyl)methyl)-4-methyl-3-(1,1,1-trifluoropropan-2-yl)-1H-pyrazole-5-carboxamide